3-[1-(4,4-diethyl-2-imino-6-oxo-hexahydropyrimidin-1-yl)-3-methoxy-propyl]-5-fluoro-N-(2-hydroxy-2-methyl-indan-1-yl)benzamide C(C)C1(NC(N(C(C1)=O)C(CCOC)C=1C=C(C(=O)NC2C(CC3=CC=CC=C23)(C)O)C=C(C1)F)=N)CC